ethyl {6-[(2R)-1-methoxypropan-2-yl]-5,8-dioxo-2-(propan-2-yl)-5,6,7,8-tetrahydro-4H-pyrazolo[1,5-a]pyrrolo[3,4-d]pyrimidin-4-yl}acetate COC[C@@H](C)N1C(C=2N(C=3N(C(C2C1)=O)N=C(C3)C(C)C)CC(=O)OCC)=O